ClC=1C=C2C(=CC1)N(C(C21CCN(CC1)C(=O)OC(C)(C)C)=O)COCC[Si](C)(C)C tert-butyl 5-chloro-2-oxo-1-{[2-(trimethylsilyl)ethoxy]methyl}spiro[indoline-3,4'-piperidine]-1'-carboxylate